(S)-1-(3-((1-bromopropan-2-yl)oxy)-4,5-dihydro-1H-pyrazol-1-yl)ethan-1-one BrC[C@H](C)OC1=NN(CC1)C(C)=O